C(CCCCCC)S(=O)(=O)O heptansulfonic acid